FC=1C(=C(C(=O)NOCCO)C=C(C1F)CN1OC=CCC1=O)NC1=C(C=C(C=C1)I)F 3,4-difluoro-2-(2-fluoro-4-iodoanilino)-N-(2-hydroxyethoxy)-5-[(3-oxooxazin-2-yl)methyl]benzamide